CC=1C(=NC=C(N1)NC(C)CCC(C)C)NC(C)CCC(C)C 3-methyl-N2,N5-bis(5-methylhexan-2-yl)pyrazine-2,5-diamine